6-chloro-1-(2,2-difluoroethyl)-1H-pyrrolo[2,3-b]pyridine-3-sulfonyl chloride ClC1=CC=C2C(=N1)N(C=C2S(=O)(=O)Cl)CC(F)F